BrC=1C(=NC=C2C=CC(NC12)=O)OC 8-bromo-7-methoxy-1,6-naphthyridin-2(1H)-one